NC1=NC=CC2=C(C=CC=C12)NCC12NCC(C1)(C2)COC2=CC(N(C(=C2)C)C)=O 4-[[1-[[(1-amino-5-isoquinolyl)amino]methyl]-2-azabicyclo[2.1.1]hexan-4-yl]methoxy]-1,6-dimethylpyridin-2-one